N-(methyl(oxo)(4-(5-(trifluoromethyl)-1,2,4-oxadiazol-3-yl)phenyl)-λ6-sulfaneylidene)cyclopropanecarboxamide CS(=NC(=O)C1CC1)(C1=CC=C(C=C1)C1=NOC(=N1)C(F)(F)F)=O